[18-Methoxy-32-methyl-20-oxo-14-oxa-8,9,10,21-tetraazahexacyclo[19.5.3.216,19.13,7.06,10.024,28]dotriaconta-1(26),3(32),4,6,8,16,18,24,27,30-decaen-2-yl]acetic Acid COC=1C=C2COCCCN3N=NC4=C3C=CC(C(C3=CC=C5CCN(C(C1C=C2)=O)CC5=C3)CC(=O)O)=C4C